C(C)(C)(C)OC(=O)NC1=NC=CC(=C1)CC1(C(N[C@@H](C1)C(F)(F)F)=O)C(=O)OC methyl (5S)-3-((2-((tert-butoxycarbonyl)amino)pyridin-4-yl)methyl)-2-oxo-5-(trifluoromethyl)pyrrolidine-3-carboxylate